N4-[4-(trifluoromethoxy)benzyl]-piperazine FC(OC1=CC=C(CN2CCNCC2)C=C1)(F)F